ClC=1N=CC(=NC1)C=1C(=NC=CN1)C(C)N1C(C2=CC=CC=C2C1=O)=O 2-[1-[3-(5-chloropyrazin-2-yl)pyrazin-2-yl]ethyl]isoindoline-1,3-dione